COC=1C=C(C=NN=C2NC(CC(N2)=O)C2=CC=C(C=C2)OC)C=CC1OC 2-((3,4-dimethoxybenzylidene)hydrazineylidene)-6-(4-methoxyphenyl)tetrahydropyrimidin-4(1H)-one